N-(5-(4-bromophenyl)-1,3,4-thiadiazol-2-yl)-6,7-dimethyl-3-oxo-4-((2s,3s,4r)-2,3,4,5-tetrahydroxypentyl)-3,4-dihydroquinoxaline-2-carboxamide BrC1=CC=C(C=C1)C1=NN=C(S1)NC(=O)C1=NC2=CC(=C(C=C2N(C1=O)C[C@@H]([C@@H]([C@@H](CO)O)O)O)C)C